5-[[2,5-Difluoro-4-[(2-guanidinoacetyl)amino]phenyl]sulfonylamino]thiazol FC1=C(C=C(C(=C1)NC(CNC(=N)N)=O)F)S(=O)(=O)NC1=CN=CS1